7,8-dichloro-6-(2,6-difluorophenyl)-4-methyl-4H-imidazo[1,2-a][1,4]benzodiazepine-2-carboxylic acid ClC1=C(C=CC2=C1C(=NC(C=1N2C=C(N1)C(=O)O)C)C1=C(C=CC=C1F)F)Cl